C(C)(C)(C)OC(C(C1=C(C=CC(=C1)F)C1OC(CC1)(C)C)Br)=O 2-bromo-2-(2-(5,5-dimethyltetrahydrofuran-2-yl)-5-fluorophenyl)acetic acid tert-butyl ester